Ethylmethyl-(2-methyl-3-buten-1-yl)silane C(C)[SiH](CC(C=C)C)C